1-([1,2,4]triazolo[3,4-a]isoquinolin-7-yl)-N-(5-chloro-6-(2H-1,2,3-triazole-2-yl)pyridin-3-yl)-5-(trifluoromethyl)-1H-pyrazole-4-carboxamide N=1N=CN2C1C1=CC=CC(=C1C=C2)N2N=CC(=C2C(F)(F)F)C(=O)NC=2C=NC(=C(C2)Cl)N2N=CC=N2